5-bromo-6-iodo-3H,4H-pyrrolo[2,1-f][1,2,4]triazin-4-one BrC=1C(=CN2N=CNC(C21)=O)I